OC1=CC=C(C=C1)C(CN1C[C@@H]2[C@H](C1)CC(C2)OC2=CC=CC=C2)=O 1-(4-hydroxyphenyl)-2-((3aR,5s,6aS)-5-phenoxyhexahydrocyclopenta[c]pyrrol-2(1H)-yl)ethanone